6-chloro-7-fluoro-2-(5-(1-fluoroethyl)-4H-1,2,4-triazol-3-yl)-5-methoxy-1-methyl-3-mono(1H-pyrazol-4-yl)-1H-indole ClC1=C(C=C2C(=C(N(C2=C1F)C)C1=NN=C(N1)C(C)F)C=1C=NNC1)OC